C(CCCCCCC)NC1CC(CCC1)N N-octylcyclohexane-1,3-diamine